(2R)-N-(3-((1-(2-(3-chlorophenyl)-6-(1-methyl-1H-pyrazol-4-yl)pyridin-4-yl)ethyl)carbamoyl)-4-methylphenyl)piperidine-2-carboxamide ClC=1C=C(C=CC1)C1=NC(=CC(=C1)C(C)NC(=O)C=1C=C(C=CC1C)NC(=O)[C@@H]1NCCCC1)C=1C=NN(C1)C